C(C)(C)(C)OC(=O)N1C=CC2=C(C(=CC(=C12)C)OC)CN1[C@@H](C[C@@H](CC1)C1CC1)C1=CC(=C(C=C1)C(=O)OC)F 4-{[(2S,4R)-4-cyclopropyl-2-(3-fluoro-4-(methoxycarbonyl)phenyl)piperidin-1-yl]methyl}-5-Methoxy-7-methyl-1H-indole-1-carboxylic acid tert-butyl ester